FS(=O)(=O)Cl fluorosulfuryl chloride